2,4-dichloro-6-(morpholin-4-yl)-1,3,5-triazine ClC1=NC(=NC(=N1)Cl)N1CCOCC1